dimethyl (4R,5R)-2,2-dimethyl-1,3-dioxolane-4,5-dicarboxylate CC1(O[C@H]([C@@H](O1)C(=O)OC)C(=O)OC)C